CC=1C=C(C=CC1)NC(C1=CC=CC=C1)=O N-(m-methylphenyl)benzamide